BrC=1C=C(C=CC1C)C1(CCC(CC1)N1C(C2=CC=CC(=C2C1)C)=O)C(=O)N (3-Bromo-4-methylphenyl)-4-(4-methyl-1-oxoisoindolin-2-yl)cyclohexane-1-carboxamide